FC1=C(C=CC=C1)N1C(N=C2C(C1=O)=CC=CN2CC=2C=NC(=CC2)C(F)(F)F)=O 3-(2-fluorophenyl)-8-((6-(trifluoromethyl)pyridin-3-yl)methyl)pyrido[2,3-d]pyrimidine-2,4(3H,8H)-dione